2-(2-((5-Bromo-2-((2,5-dimethoxy-4-(4-(4-methylpiperazin-1-yl)piperidin-1-yl)phenyl)amino)pyrimidin-4-yl)amino)-4-fluorophenyl)propan-2-ol BrC=1C(=NC(=NC1)NC1=C(C=C(C(=C1)OC)N1CCC(CC1)N1CCN(CC1)C)OC)NC1=C(C=CC(=C1)F)C(C)(C)O